1,12-bis(9-acridinyl)dodecane C1=CC=CC2=NC3=CC=CC=C3C(=C12)CCCCCCCCCCCCC=1C2=CC=CC=C2N=C2C=CC=CC12